CC(C)(OC(CNCCNCC(OC(C)(C)C)=O)=O)C 2,2,13,13-Tetramethyl-4,11-dioxo-3,12-dioxa-6,9-diazatetradecane